C1(CC1)C=1N=NN(C1)[C@H](C(=O)N1[C@@H](C[C@H](C1)O)C(=O)NC1(CCOCC1)C1=CC(=NO1)C)C(C)(C)C (2S,4R)-1-[(2S)-2-(4-cyclopropyltriazol-1-yl)-3,3-dimethyl-butanoyl]-4-hydroxy-N-[4-(3-methylisoxazol-5-yl)tetrahydropyran-4-yl]pyrrolidine-2-carboxamide